tert-butyl(4-methyl-3-((1-(3-(4-(methylcarbamoyl)-1H-pyrrol-2-yl)naphthalen-1-yl)ethyl)carbamoyl)benzyl)carbamate C(C)(C)(C)OC(NCC1=CC(=C(C=C1)C)C(NC(C)C1=CC(=CC2=CC=CC=C12)C=1NC=C(C1)C(NC)=O)=O)=O